FC=1C=C(N(C)C)C=C(C1C=1C=C2C(=CN1)NN=C2C=2C=NN(C2)C)F 3,5-difluoro-N,N-dimethyl-4-(3-(1-methyl-1H-pyrazol-4-yl)-1H-pyrazolo[3,4-c]pyridin-5-yl)aniline